C(C)(C)(C)OC(=O)N1CC(/C(/CC1)=C/C(=O)OCC)F (4E)-4-(2-ethoxy-2-keto-ethylidene)-3-fluoro-piperidine-1-carboxylic acid tert-butyl ester